Tungsten Pentaethoxide [O-]CC.[O-]CC.[O-]CC.[O-]CC.[O-]CC.[W+5]